tert-butyl ((3S,6S,10aS)-3-((6R,7S)-7-cyano-6-(m-tolyl)-4-azaspiro[2.4]heptane-4-carbonyl)-5-oxodecahydropyrrolo[1,2-a]azocin-6-yl)carbamate C(#N)[C@H]1[C@@H](CN(C12CC2)C(=O)[C@@H]2CC[C@H]1N2C([C@H](CCCC1)NC(OC(C)(C)C)=O)=O)C=1C=C(C=CC1)C